butyl 4-[5-chloro-6-([[(7S)-4-[5-(5-fluoro-2-methoxypyridin-4-yl)-1H-pyrazole-3-carbonyl]-4-azaspiro[2.5]octan-7-yl]formamido]methyl)pyridin-3-yl]-2,6-dimethylpiperazine-1-carboxylate ClC=1C=C(C=NC1CNC(=O)[C@H]1CCN(C2(CC2)C1)C(=O)C1=NNC(=C1)C1=CC(=NC=C1F)OC)N1CC(N(C(C1)C)C(=O)OCCCC)C